5-methoxychromane-3-carboxylic acid COC1=C2CC(COC2=CC=C1)C(=O)O